C(C)(C)(C)OC(CN1CCN(CCN(CC1)CC(OC(C)(C)C)=O)CC1CCN(CC1)CC(=O)O)=O 2-(4-((4,7-bis(2-(tert-butoxy)-2-oxoethyl)-1,4,7-triazonan-1-yl)methyl)piperidin-1-yl)acetic acid